(2R)-1-benzyloxy-3-[2-(2-hydroxyethoxy)ethoxy]propan-2-ol C(C1=CC=CC=C1)OC[C@H](COCCOCCO)O